2-[(1Z)-1-({2-chloro-4-[4-(propan-2-yl)phenoxy]phenyl}methylene)-5-fluoro-2-methyl-1H-inden-3-yl]acetic acid ClC1=C(C=CC(=C1)OC1=CC=C(C=C1)C(C)C)\C=C/1\C(=C(C2=CC(=CC=C12)F)CC(=O)O)C